O.[Al].[Cu] copper-aluminum water